ClC=1C=NC(=NC1)[C@H]([C@H](C)S(=O)(=O)NC1=NN=C(N1C=1C(=NC=NC1OC)OC)[C@@H]1C(CCC1)(F)F)OC (1R,2S)-1-(5-chloropyrimidin-2-yl)-N-(5-((R)-2,2-difluorocyclopentyl)-4-(4,6-dimethoxypyrimidin-5-yl)-4H-1,2,4-triazol-3-yl)-1-methoxypropane-2-sulfonamide